BrCC=1C=CC(=C(C(=O)NNC(=O)C=2C(=C(C=CC2)C2=CC=CC=C2)C)C1)Cl N'-(5-(bromomethyl)-2-chlorobenzoyl)-2-methyl-[1,1'-biphenyl]-3-carbohydrazide